CN(C)[Ti](N(C)C)(N(C)C)N(C)C tetra(dimethylamino)Titanium